C(C)(C)(C)OC(=O)N1CC(CC=C1C=1C=CC2=C(N=C(S2)C(F)(F)F)C1)C 3-Methyl-6-(2-(trifluoromethyl)benzo[d]thiazol-5-yl)-3,4-dihydropyridine-1(2H)-carboxylic acid tert-butyl ester